NC1=C2N=CN(C2=NC(=N1)Cl)C1CCC(CC1)C(=O)NC1CCCCC1 4-(6-amino-2-chloro-9H-purin-9-yl)-N-cyclohexylcyclohexanecarboxamide